FC=1C=CC(=NC1)SC=1C=2N(C=C(C1)C=1C=NN(C1C)C1C[C@H]3CC[C@@H](C1)N3C(CO)=O)N=CC2C#N 4-((5-fluoropyridin-2-yl)thio)-6-(1-((1R,3r,5S)-8-(2-hydroxyacetyl)-8-azabicyclo[3.2.1]octan-3-yl)-5-methyl-1H-pyrazol-4-yl)pyrazolo[1,5-a]pyridine-3-carbonitrile